C(C)OC(=O)C=1C2=C(N(N1)C1=CC(=CC(=C1)Cl)Cl)C=1C=C(C(=CC1CS2)OC)Br.CO[Si](OC)(OC)CNC2=CC=CC=C2 N-[(trimethoxysilyl)methyl]aniline ethyl-8-bromo-1-(3,5-dichlorophenyl)-7-methoxy-5H-isothiochromeno[4,3-c]pyrazole-3-carboxylate